(R)-N-(2-methyl-4-((tetrahydro-2H-pyran-4-yl)amino)phenyl)-5-(piperidin-3-ylamino)pyrazolo[1,5-a]pyrimidine-3-carboxamide trifluoroacetate FC(C(=O)O)(F)F.CC1=C(C=CC(=C1)NC1CCOCC1)NC(=O)C=1C=NN2C1N=C(C=C2)N[C@H]2CNCCC2